tert-butyl-4-(4-((6-chloro-2-methoxyacridin-9-yl)amino)pentyl)piperazine C(C)(C)(C)N1CCN(CC1)CCCC(C)NC=1C2=CC=C(C=C2N=C2C=CC(=CC12)OC)Cl